naphthyl(naphthobenzofuranyl)anthracene-d8 C1(=CC=CC2=CC=CC=C12)C1=C2C(=C(C(=C(C2=C(C=2C(=C(C(=C(C12)[2H])[2H])[2H])[2H])[2H])[2H])[2H])[2H])C1=COC=2C1=CC=C1C2C=CC2=CC=CC=C21